3-methylpropenyl-2-methylbenzamide CCC=CC=1C(=C(C(=O)N)C=CC1)C